The molecule is an organochlorine compound that is 2,5-dihydro-2-furylacetic acid substituted by chloro groups at positions 2 and 4 and an oxo group at position 5. It is an organochlorine compound and a 5-oxo-2-furylacetic acid. It is a conjugate acid of a 2,4-dichloro-5-oxo-2,5-dihydro-2-furylacetate. C1=C(C(=O)OC1(CC(=O)O)Cl)Cl